(13R)-4,13-dimethyl-19-(oxan-2-yl)-8,11,14-trioxa-4,19,20,23-tetraazatetracyclo[13.5.2.12,5.018,21]tricosa-1(20),2,5(23),15(22),16,18(21)-hexaene CN1C=C2C3=NN(C=4C=CC(O[C@@H](COCCOCCC1=N2)C)=CC34)C3OCCCC3